ClC=1C(=C(CN2[C@@H](CC(CC2)CC2=NC(=CC=C2F)NC2=NNC(=C2)C)CC)C(=CC1)F)F (2R)-1-(3-chloro-2,6-difluorobenzyl)-2-ethyl-4-((3-fluoro-6-((5-methyl-1H-pyrazol-3-yl)amino)-pyridin-2-yl)methyl)piperidine